ClC=1C=C(C=CC1C(NCCCN1CCNCC1)=O)NC(=O)C=1N(C(=CN1)C1=C(C(=C(C=C1)OCC#N)F)F)C N-[3-chloro-4-(3-piperazin-1-ylpropylcarbamoyl)phenyl]-5-[4-(cyanomethoxy)-2,3-difluorophenyl]-1-methyl-imidazole-2-carboxamide